(3S,5R)-5-[[5-(4-Chloro-2-hydroxy-6-methyl-phenyl)oxazolo[4,5-b]pyridin-2-yl]amino]-1-ethyl-piperidin-3-ol ClC1=CC(=C(C(=C1)C)C1=CC=C2C(=N1)N=C(O2)N[C@@H]2C[C@@H](CN(C2)CC)O)O